CN(C)C1=CC=C(C=CC2=CC(=NC=C2)C2=NC=CC(=C2)C=CC2=CC=C(C=C2)N(C)C)C=C1 4,4'-Bis[p-(N,N-dimethylamino)styryl]-2,2'-bipyridine